(S)-1-methyl-5-((5-(pyrazolo[1,5-a]pyrimidin-5-yl)-7H-pyrrolo[2,3-d]pyrimidin-2-yl)amino)piperidin-2-one CN1C(CC[C@@H](C1)NC=1N=CC2=C(N1)NC=C2C2=NC=1N(C=C2)N=CC1)=O